F[C@@H]1[C@@H](C1)C(=O)NC=1N=C2N(C=C(C=C2)C2=C(C=CC(=C2)O)C)C1 (1s,2s)-2-fluoro-N-(6-(5-hydroxy-2-methylphenyl)imidazo[1,2-a]pyridin-2-yl)cyclopropane-1-carboxamide